(S)-3-((4-(2,6-dimethylphenyl)-2-oxo-2H-chromen-7-yl)amino)butanoic acid CC1=C(C(=CC=C1)C)C1=CC(OC2=CC(=CC=C12)N[C@H](CC(=O)O)C)=O